(3-{[2-(5-Chloropyridin-2-yl)imidazo[1,2-a]pyridin-3-yl]methyl}-3,8-diazabicyclo[3.2.1]oct-8-yl)(3-methoxyphenyl)methanon ClC=1C=CC(=NC1)C=1N=C2N(C=CC=C2)C1CN1CC2CCC(C1)N2C(=O)C2=CC(=CC=C2)OC